2-chloro-5-ethenyl-7-iodo-5H-pyrrolo[3,2-d]pyrimidine ClC=1N=CC2=C(N1)C(=CN2C=C)I